C1(CC1)C(NC1=C2N=CN(C2=NC(=N1)I)[C@@H]1[C@@H]2[C@]([C@@H]3[C@H]1OC(O3)(C)C)(C2)CSC)C2CC2 N-(Dicyclopropylmethyl)-9-((3aR,3bS,4aS,5R,5aS)-2,2-dimethyl-3b-((methylthio)methyl)hexahydrocyclopropa[3,4]cyclopenta[1,2-d][1,3]dioxol-5-yl)-2-iodo-9H-purin-6-amine